C12C(C3CC(CC(C1)C3)C2)NC(CN2C(C(=CC=C2)NC([C@H](CC/C=C/C(=O)OC)NC(=O)[C@H]2N(CCC2)C)=O)=O)=O (S,E)-methyl 7-(1-(2-(2-adamantylamino)-2-oxoethyl)-2-oxo-1,2-dihydropyridin-3-ylamino)-6-((S)-1-methylpyrrolidine-2-carboxamido)-7-oxohept-2-enoate